BrC1=C(C(=C(C(=C1CCCC1=C(C(=C(C(=C1Br)Br)Br)Br)Br)Br)Br)Br)Br 1,3-bis(pentabromophenyl)propane